C(C)(C)OC(C=CC=CCCCCCCCCCCCCCCC)=O eicosadienoic acid isopropyl ester